C(=O)(OCC1C2=CC=CC=C2C2=CC=CC=C12)N[C@@H](CC1=CC=C(C=C1)OP(=O)(O)O)C(=O)O Fmoc-O-phosphotyrosine